N1C(=CC2=CC=CC=C12)CN1CCN(CC1)C(CC(C)C)=O 1-[4-(1H-indol-2-ylmethyl)piperazin-1-yl]-3-methyl-butan-1-one